COC(C(CC1=CC(=CC=C1)C(C)=O)(C)C)=O.NC1=NC=NC=2C3=C(CC(C12)(C)C)C(=C(C=C3)O[C@@H]3CC[C@H](CC3)N)N3CC(CC3)C(=O)N 1-[4-amino-8-(trans-4-aminocyclohexyloxy)-5,5-dimethyl-6H-benzo[H]quinazolin-7-yl]pyrrolidine-3-carboxamide methyl-3-(3-acetylphenyl)-2,2-dimethylpropanoate